[2-(2,6-dichloropyridin-4-yl)-5-(difluoromethoxy)phenyl]-(3,3-difluoroazetidin-1-yl)methanone ClC1=NC(=CC(=C1)C1=C(C=C(C=C1)OC(F)F)C(=O)N1CC(C1)(F)F)Cl